CCCCC(CCC)P C5-octylphosphine